C1=CC=CC=2C3=CC=CC=C3C(C12)COC(=O)N1CC(C1)=C(C(=O)OCC)C 3-(1-ethoxy-1-oxopropan-2-ylidene)azetidine-1-carboxylic acid-9-fluorenylmethyl ester